CCOC(=O)CC(=O)OC(CCO)O 2-(2-ethoxycarbonyl)acetoxy-1,3-propanediol